NC1=NC=NN2C1=C(C=C2C2CN(CCC2)C(=O)OC(C)(C)C)C2=C(C=CC=C2)C(N(C(C)C)C(C)C)=O tert-Butyl 3-(4-amino-5-{2-[diisopropylcarbamoyl]phenyl}pyrrolo[2,1-f][1,2,4]triazin-7-yl)piperidine-1-carboxylate